C1=CC=CC=2C3=CC=CC=C3C(C12)COC(=O)NC(C(=O)ON1C(CCC1=O)=O)C(C)C (2,5-dioxopyrrolidin-1-yl) 2-(9H-fluoren-9-ylmethoxycarbonylamino)-3-methyl-butanoate